ClC1=NN=C(C2=C(C=CC=C12)F)C1=C(C=C(C=C1)C)OC 1-chloro-5-fluoro-4-(2-methoxy-4-methylphenyl)phthalazine